(2R,3S,5R)-5-(6-amino-2-fluoro-9H-purin-9-yl)-3-hydroxy-2-(hydroxymethyl)tetrahydrofuran-2-carbonitrile NC1=C2N=CN(C2=NC(=N1)F)[C@H]1C[C@@H]([C@@](O1)(C#N)CO)O